COC(=O)C1=NC=C(N=C1)N1CCC2(C[C@@H](N(C2)C2=CC(=C(C=C2)C#N)Cl)C)CC1 (S)-5-(2-(3-chloro-4-cyanophenyl)-3-methyl-2,8-diazaspiro[4.5]dec-8-yl)pyrazine-2-carboxylic acid methyl ester